COC=1C=NC=C(C1)[Sn](CCCC)(CCCC)CCCC 3-methoxy-5-(tributylstannyl)pyridine